C(CCC)N1C2=CC=C(C=C2C=2C=CN=C(C12)C)NC(=S)NC1=CC=C(C=C1)C(F)(F)F 1-(9-butyl-1-methyl-β-carbolin-6-yl)-3-(4-(trifluoromethyl)phenyl)thiourea